N-(1-cyanocyclopropyl)-9-(5-(difluoromethyl)-1,3,4-thiadiazol-2-yl)-4-(morpholin-3-ylmethoxy)-9H-pyrimido[4,5-b]indole-7-sulfonamide C(#N)C1(CC1)NS(=O)(=O)C1=CC=C2C3=C(N(C2=C1)C=1SC(=NN1)C(F)F)N=CN=C3OCC3NCCOC3